C(C)(C)(C)C1=CC=C(C=C1)C(CC(=O)C1=CC=C(C=C1)OC)=O 1-(4'-tert.Butylphenyl)-3-(4'-methoxyphenyl)-propan-1,3-dion